1-[2-Hydroxy-4-[(3R,4S,5S,6R)-3,4,5-trihydroxy-6-(hydroxymethyl)oxan-2-yl]oxyphenyl]-3-phenylprop-2-en-1-one OC1=C(C=CC(=C1)OC1O[C@@H]([C@H]([C@@H]([C@H]1O)O)O)CO)C(C=CC1=CC=CC=C1)=O